5-(4-((4-(1H-pyrazol-4-yl)phenyl)amino)pyrimidin-2-yl)-N-ethylisoindoline-2-carboxamide N1N=CC(=C1)C1=CC=C(C=C1)NC1=NC(=NC=C1)C=1C=C2CN(CC2=CC1)C(=O)NCC